2-methyl-tetra-hydrofuran CC1OCCC1